2,3-bis(4-methylphenyl)maleonitrile CC1=CC=C(C=C1)/C(/C#N)=C(/C#N)\C1=CC=C(C=C1)C